5-chloro-N2,N4-diphenylpyrimidine-2,4-diamine C1=CC=C(C=C1)NC2=NC(=NC=C2Cl)NC3=CC=CC=C3